CN1C(=NC(=C1)C(F)(F)F)C12CCC(CC1)(CC2)C(=O)OC methyl 4-(1-methyl-4-(trifluoromethyl)-1H-imidazol-2-yl)bicyclo[2.2.2]octane-1-carboxylate